C(#N)C1=CN=C(S1)NC(C(C)C=1C=C(C=NC1)C=1C=NC(=CC1)C(C(=O)N)=C)=O (5'-(1-((5-cyanothiazol-2-yl)amino)-1-oxopropan-2-yl)-[3,3'-bipyridin]-6-yl)acrylamide